FC1([C@@H]([C@H](CCC1)OC=1C=C2CN(C(C2=CC1)=O)C1C(NC(CC1)=O)=O)N1CC(C1)C1CCN(CC1)C(=O)C1(CCC1)C)F 3-(5-(((1S,2R)-3,3-difluoro-2-(3-(1-(1-methylcyclobutane-1-carbonyl)piperidin-4-yl)azetidin-1-yl)cyclohex-yl)oxy)-1-oxoisoindolin-2-yl)piperidine-2,6-dione